C1(CC1)OC1=CC(=NC2=CC=C(C=C12)NC(=O)C1COC1)N1C=NC(=C1)C N-(4-cyclopropoxy-2-(4-methyl-1H-imidazol-1-yl)quinolin-6-yl)oxetane-3-carboxamide